1-(4-(3-((4-amino-5-(2,2-difluorobenzo[d][1,3]dioxol-4-yl)-7-methyl-7H-pyrrolo[2,3-d]pyrimidin-6-yl)ethynyl)azetidin-1-yl)piperidin-1-yl)prop-2-en-1-one NC=1C2=C(N=CN1)N(C(=C2C2=CC=CC=1OC(OC12)(F)F)C#CC1CN(C1)C1CCN(CC1)C(C=C)=O)C